C(C)(C)(C)C1=NC(=NO1)C(=O)NCC1=C(C=C(C=C1)C1=NC=NN2C1=CC=C2)C(F)(F)F 5-(tert-butyl)-N-(4-(pyrrolo[2,1-f][1,2,4]triazin-4-yl)-2-(trifluoromethyl)benzyl)-1,2,4-oxadiazole-3-carboxamide